2-((6-(1-(4-chlorophenyl)cyclopropyl)pyridin-2-yl)methyl)acrylic acid ClC1=CC=C(C=C1)C1(CC1)C1=CC=CC(=N1)CC(C(=O)O)=C